N-(tert-butyl)-2-((2-(4,5-dimethylpyridin-2-yl)-6,7-dihydro-5H-cyclopenta[d]pyrimidin-4-yl)(methyl)amino)acetamide C(C)(C)(C)NC(CN(C)C=1C2=C(N=C(N1)C1=NC=C(C(=C1)C)C)CCC2)=O